bis{3-(triethoxysilyl)propyl}tetrasulfide C(C)O[Si](CCCSSSSCCC[Si](OCC)(OCC)OCC)(OCC)OCC